NC1=C(C=C(N=N1)C1=C(C=CC=C1)O)N1C[C@@H]2COC[C@H](C1)N2C2=CC(=CC=C2)OC2CCNCC2 2-[6-amino-5-[(1S,5R)-9-[3-(4-piperidyloxy)phenyl]-3-oxa-7,9-diazabicyclo[3.3.1]nonan-7-yl]pyridazin-3-yl]phenol